5-(chloromethyl)-5-methyl-3-((2,3,5,6-tetrafluoro-4-(methoxymethyl)benzyl)thio)-4,5-dihydroisoxazole ClCC1(CC(=NO1)SCC1=C(C(=C(C(=C1F)F)COC)F)F)C